ClC1=C(C(=CC=C1)Cl)NC(C1=CC(=C(C=C1)OC(F)F)OC)=O N-(2,6-dichlorophenyl)-4-difluoromethoxy-3-methoxybenzamide